BrC1=C(C=C(C(=O)N2CC=3N(CC2)C(N(C3C(=O)NC(C)(C3=CC=CC=C3)C)C3=CC=CC=C3)=O)C=C1)Cl 7-(4-bromo-3-chloro-benzoyl)-N-(1-methyl-1-phenyl-ethyl)-3-oxo-2-phenyl-6,8-dihydro-5H-imidazo[1,5-a]pyrazine-1-carboxamide